NCCC=1C=NC(=NC1)C1=C(C=C(C#N)C=C1)OC1=NC(=NC(=C1)N(C)CC)C 4-[5-(2-aminoethyl)pyrimidin-2-yl]-3-[6-[ethyl(methyl)amino]-2-methylpyrimidin-4-yl]oxybenzonitrile